(4-bromophenyl)-3-chloro-7-(methylsulfonyl)-6-phenyl-5a,6,7,8-tetrahydro-8aH-cyclopenta[4,5]furo[3,2-b]pyridine-8,8a-diol BrC1=CC=C(C=C1)C1=C(C=C2C(=N1)C1(C(O2)C(C(C1O)S(=O)(=O)C)C1=CC=CC=C1)O)Cl